butene chloroformate ClC(=O)O.C=CCC